4-(2,5-diazabicyclo[2.2.1]heptan-2-yl)-3-fluoro-7-((4-(3-isopropyl-2-methyl-2H-indazol-5-yl)pyrimidin-2-yl)amino)-2H-benzopyran-2-one C12N(CC(NC1)C2)C2=C(C(OC1=C2C=CC(=C1)NC1=NC=CC(=N1)C1=CC2=C(N(N=C2C=C1)C)C(C)C)=O)F